FC=1C=C(C=C(C1)F)[C@@H]1CCC2=NN(C(N21)=O)C21C3C4C5(C3C1C5C42)F (5S)-5-(3,5-difluorophenyl)-2-(4-fluoropentacyclo[4.2.0.0~2,5~.0~3,8~.0~4,7~]octan-1-yl)-2,5,6,7-tetrahydro-3H-pyrrolo[2,1-c][1,2,4]triazol-3-one